(4-(6-amino-5-(3-fluoro-4-((4-methylpyrimidin-2-yl)oxy)phenyl)pyrimidin-4-yl)phenyl)methacryl-amide NC1=C(C(=NC=N1)C1=CC=C(C=C1)C=C(C(=O)N)C)C1=CC(=C(C=C1)OC1=NC=CC(=N1)C)F